COC(CNC(C1=CC(=CC=C1)NC=1SC(=C(N1)C1=CC=C(C=C1)C)C)=O)=O (3-((5-methyl-4-(p-tolyl)thiazol-2-yl)amino)benzoyl)glycine methyl ester